C(=O)(O)C=1C=C(OC(C(F)(F)F)(C(F)(F)F)OC2=CC(=C(C=C2)C(=O)O)C(=O)O)C=CC1C(=O)O 2,2-bis(3,4-dicarboxyphenoxy)hexafluoropropane